2-(2H-benzotriazol-2-yl)-4-tertiary butyl-6-sec-butyl-phenol N=1N(N=C2C1C=CC=C2)C2=C(C(=CC(=C2)C(C)(C)C)C(C)CC)O